ClC=1N=C(C2=C(N1)NC=C2)C2=CC=C(C(=O)NCC#N)C=C2 4-(2-chloro-7H-pyrrolo[2,3-d]pyrimidin-4-yl)-N-(cyano-methyl)benzamide